C(C)(C)NC1=C2C(=NC=C1C(=O)N)SC=N2 7-(isopropylamino)thiazolo[5,4-b]pyridine-6-carboxamide